OC(C(=O)O)(C)C 2-Hydroxyisobutyric acid